CN1C(N(C2=NC(=NC=C12)C1=C(C=CC=C1)OC(F)(F)F)CC1=CC=C(C=C1)C=1N(C=C(N1)C(F)(F)F)C)=N 7-methyl-9-[[4-[1-methyl-4-(trifluoromethyl)imidazol-2-yl]phenyl]methyl]-2-[2-(trifluoromethoxy)phenyl]purin-8-imine